CN1C(=NC2=C1C=C(C(=C2)[N+](=O)[O-])C)N2C[C@@H](C[C@H](C2)OC)N (3R,5R)-1-(1,6-dimethyl-5-nitro-1H-benzo[d]imidazol-2-yl)-5-methoxypiperidin-3-amine